N1=CC=C(C=C1)N1CCN(CC1)CC1=CC2=NC=CC=C2N1 2-[[4-(4-pyridinyl)piperazin-1-yl]methyl]-1H-pyrrolo[3,2-b]pyridine